FC1(OC2=C(O1)C=CC(=C2)N2CCN(CC2)C(=O)C=2C=C(CN1N=C3C(=CC=CC3=C1)C(=O)N)C=CC2)F 2-(3-(4-(2,2-Difluorobenzo[d][1,3]dioxol-5-yl)piperazine-1-carbonyl)benzyl)-2H-indazole-7-formamide